C(C)OC(COC1=NC(=NC(=C1Br)C)SC)=O.ClC1=CC(=C(N=N1)C1=CC=C(C=C1)OC(F)(F)F)C 6-chloro-4-methyl-3-[4-(trifluoromethoxy)phenyl]Pyridazine ethyl-2-((5-bromo-6-methyl-2-(methylthio)pyrimidin-4-yl)oxy)acetate